BrC=1N=C(C=2N(C1)C(=CN2)C)Br 6,8-dibromo-3-methylimidazo[1,2-a]pyrazine